C(C)(C)(C)ON=NOC(C)(C)C 1,2-di-tert-butoxydiazene